C1CC12CCC(CC2)OC2=NC=CC(=N2)C2=CN=C(S2)NC2=NC=C(C=N2)CC=O 2-(2-{[5-(2-{spiro[2.5]octan-6-yloxy}pyrimidin-4-yl)-1,3-thiazol-2-yl]amino}pyrimidin-5-yl)acetaldehyde